ClC1=NC=C(C(=N1)N[C@@H]1CC[C@H](CC1)C#N)C(=O)O 2-chloro-4-((trans-4-cyanocyclohexyl)amino)pyrimidine-5-carboxylic acid